N1C=CC2=C(C=CC(=C12)C1=CC2=C(O1)C=C(S2)C=C(C#N)C#N)C2=CC1=C(O2)C=C(S1)C=C(C#N)C#N 2,2'-{1H-indole-4,7-diylbis[(thieno[3,2-b]furan-2,5-diyl)methanylylidene]}dipropanedinitrile